BrC1=CC=C(C=C1)NC(=O)C12CC(C1)(C2)C(=O)O 3-(4-bromo-phenylcarbamoyl)-bicyclo[1.1.1]pentane-1-carboxylic acid